2,4-difluoro-N-methylaniline FC1=C(NC)C=CC(=C1)F